ClC(=C=O)Cl dichloroketene